ClC=1C=NC=CC1CC=1N=C(N(C1)COCC[Si](C)(C)C)C(C(F)(F)F)O 1-(4-((3-chloropyridin-4-yl)methyl)-1-((2-(trimethylsilyl)ethoxy)methyl)-1H-imidazol-2-yl)-2,2,2-trifluoroethan-1-ol